OCC1CN(C1)C1=CC=CC=2N(C(N(C21)C)=O)C2C(N(C(CC2)=O)CC2=CC=C(C=C2)OC)=O 3-[4-[3-(Hydroxymethyl)azetidin-1-yl]-3-methyl-2-oxo-benzimidazol-1-yl]-1-[(4-methoxyphenyl)methyl]piperidine-2,6-dione